3-benzyloxy-4-(2-naphthyl)-5-iodo-isothiazole C(C1=CC=CC=C1)OC1=NSC(=C1C1=CC2=CC=CC=C2C=C1)I